2-(3-(2,5-dioxo-3,4-bis(phenylthio)-2,5-dihydro-1H-pyrrol-1-yl)propanamido)acetamide O=C1N(C(C(=C1SC1=CC=CC=C1)SC1=CC=CC=C1)=O)CCC(=O)NCC(=O)N